2-(4-trifluoromethylphenyl)-2-(4,4-bis(4-methoxyphenyl)-1,3-butadienyl)-1,3-dithiane FC(C1=CC=C(C=C1)C1(SCCCS1)C=CC=C(C1=CC=C(C=C1)OC)C1=CC=C(C=C1)OC)(F)F